tert-Butyl 4-[1-[4-[(1S)-1-aminoethyl]phenyl]-3-methylbutyl]piperazine-1-carboxylate N[C@@H](C)C1=CC=C(C=C1)C(CC(C)C)N1CCN(CC1)C(=O)OC(C)(C)C